Tert-Butyl Ethyl((5-(2-((4-(trifluoromethyl)phenyl)amino)phenyl)-1,3,4-oxadiazol-2-yl)methyl)carbamate C(C)N(C(OC(C)(C)C)=O)CC=1OC(=NN1)C1=C(C=CC=C1)NC1=CC=C(C=C1)C(F)(F)F